O-((2R,3R,4S,5R)-5-(4-Amino-5-iodo-7H-pyrrolo[2,3-d]pyrimidin-7-yl)-4-fluoro-2-(hydroxy-methyl)tetrahydro-furan-3-yl) S-ethyl carbonothioate C(O[C@@H]1[C@H](O[C@H]([C@H]1F)N1C=C(C2=C1N=CN=C2N)I)CO)(SCC)=O